O=C[C@@H](O)[C@H](O)[C@H](O)C(=O)O arabinouronic acid